C(C1=CC=CC=C1)OCC1=C(N)C=CC(=C1)Cl 2-((benzyloxy)methyl)-4-chloroaniline